8-(4-(4-((2-(2,6-dioxopiperidin-3-yl)-1-oxoisoindolin-5-yl)aminoacetyl)piperazin-1-yl)piperidin-1-yl)-9-ethyl-6,6-dimethyl-11-oxo-6,11-dihydro-5H-benzo[b]carbazole-3-carbonitrile O=C1NC(CCC1N1C(C2=CC=C(C=C2C1)NCC(=O)N1CCN(CC1)C1CCN(CC1)C=1C(=CC2=C(C(C=3NC4=CC(=CC=C4C3C2=O)C#N)(C)C)C1)CC)=O)=O